2-(chloromethyl)-3,5-dimethyl-pyridine ClCC1=NC=C(C=C1C)C